4-amino-N-(2-methylpropyl)-N-((5-(trifluoromethyl)-2-pyridinyl)methyl)-1,3-dihydrofuro[3,4-c][1,7]naphthyridine-8-carboxamide NC1=NC=2C=NC(=CC2C2=C1COC2)C(=O)N(CC2=NC=C(C=C2)C(F)(F)F)CC(C)C